FC1=C(C=C(C(=C1F)F)F)OB([O-])[O-] 2,3,4,5-tetrafluorophenylborate